C1=CC=CC=2C3=CC=CC=C3C(C12)COC(=O)NCC(=O)N (S)-(2-((((9H-fluoren-9-yl)methoxy)carbonyl)amino)acetamide)